potassium (R)-((4-(tert-butoxycarbonyl)-3-methylpiperazin-1-yl)methyl)trifluoroborate C(C)(C)(C)OC(=O)N1[C@@H](CN(CC1)C[B-](F)(F)F)C.[K+]